6-((1H-indazol-4-yl)methyl)-2-((6-aminopyridin-2-yl)methyl)-4-methyl-4,6-dihydro-5H-thiazolo[4',5':4,5]pyrrolo[2,3-d]pyridazin-5-one N1N=CC2=C(C=CC=C12)CN1N=CC2=C(C1=O)N(C1=C2N=C(S1)CC1=NC(=CC=C1)N)C